2,4-difluorophenyl-thiazolecarboxylic acid FC1=C(C=CC(=C1)F)C=1N=C(SC1)C(=O)O